N1(CCN(CC1)C(CN1CCC(CC1)CCO)=O)C(CN1CCC(CC1)CCO)=O 1,1'-(piperazine-1,4-diyl)bis(2-(4-(2-hydroxyethyl)piperidin-1-yl)ethan-1-one)